2-fluoro-6-[(2,3-dichlorobenzyl)amino]-9-(tetrahydro-2H-pyran-2-yl)-9H-purine FC1=NC(=C2N=CN(C2=N1)C1OCCCC1)NCC1=C(C(=CC=C1)Cl)Cl